FC1=CC(=C(C=C1)C1=NOC(=N1)[C@@H]1C([C@H]1C1=CC=C(C=C1)S(=O)(=O)N)(C)C)C(F)(F)F 4-[(1S,3S)-3-{3-[4-fluoro-2-(trifluoromethyl)phenyl]-1,2,4-oxadiazol-5-yl}-2,2-dimethylcyclopropyl]benzenesulfonamide